FC=1C=C2C(=NC=3N(C2=CC1)C=NN3)N3C1=C(OCC3)C(=CC=C1)C#CC1(CC1)C(F)(F)F 4-(7-fluoro-[1,2,4]triazolo[4,3-a]quinazolin-5-yl)-8-((1-(trifluoromethyl)cyclopropyl)ethynyl)-3,4-dihydro-2H-benzo[b][1,4]oxazine